N-(3-Amino-1-(furan-2-yl)-3-oxoprop-1-en-2-yl)-4-(tert-butyl)benzamide NC(C(=CC=1OC=CC1)NC(C1=CC=C(C=C1)C(C)(C)C)=O)=O